ClC=1C=C(C=C(CC=2NC(=NN2)C(=O)NC2=NC=CC(=C2)C2=C(C=CC(=C2)OCCCC(C)(C)O)C)C1)F 5-(5-chloro-3-fluorobenzyl)-N-(4-(5-((4-hydroxy-4-methylpentyl)oxy)-2-methylphenyl)pyridin-2-yl)-4H-1,2,4-triazole-3-carboxamide